C(\C=C\C(=O)O)(=O)O.C(\C=C\C(=O)O)(=O)O Fumaric acid fumarate